ClC1=CC2=C(N=N1)NC=C2C2CN(C2)C(=O)OC(C)(C)C tert-butyl 3-[3-chloro-7H-pyrrolo[2,3-c]pyridazin-5-yl]azetidine-1-carboxylate